O=C1OC2=CC=CC=C2C=C1 oxo-2H-chromen